N-(2,6-xylyl)-2-(diethylamino)acetamide hydrochloride Cl.C1(=C(C=CC=C1C)C)NC(CN(CC)CC)=O